N-{(1R)-2-(4-isoxazol-3-yl-4-oxobutoxy)-1-[5-(2-methoxyquinolin-3-yl)-1H-imidazol-2-yl]ethyl}-N~2~,N~2~-dimethylglycinamide O1N=C(C=C1)C(CCCOC[C@@H](C=1NC(=CN1)C=1C(=NC2=CC=CC=C2C1)OC)NC(CN(C)C)=O)=O